2-butenoic acid, butyl ester C(C=CC)(=O)OCCCC